ClC=1C(=NC2=CC=C(C=C2C1)NC1CNCCC1)N1CCNCC1 3-chloro-2-piperazin-1-yl-N-(3-piperidyl)quinolin-6-amine